N1N=NC(=C1)C(=O)O.C(C1CO1)OCCCC[Si](OC)(OC)OC δ-glycidoxybutyltrimethoxysilane 1H-1,2,3-triazole-4-carboxylate